CC(C)(C)S(=O)N[C@H](C)C1=CC(=CC=C1)C(F)(F)F 2-methyl-N-((R)-1-(3-(trifluoromethyl)phenyl)ethyl)propane-2-sulfinamide